(3S,4R)-3-ethyl-4-(3-(2-(3-phenoxyphenyl)propanoyl)-3H-imidazo[1,2-a]pyrrolo[2,3-e]pyrazin-8-yl)-N-(2,2,2-trifluoroethyl)pyrrolidine-1-carboxamide zinc-indium sulfur phosphorus [P].[S].[In].[Zn].C(C)[C@@H]1CN(C[C@@H]1C1=CN=C2N1C1=C(N=C2)N(C=C1)C(C(C)C1=CC(=CC=C1)OC1=CC=CC=C1)=O)C(=O)NCC(F)(F)F